cyclopropyl 4-((6-bromonaphthalen-2-yl)oxy)-1H-1,2,3-triazole-5-carboxylate BrC=1C=C2C=CC(=CC2=CC1)OC=1N=NNC1C(=O)OC1CC1